trans-4-{5-[(R)-(1,3-Dimethyl-azetidin-3-yl)-hydroxy-(4-isopropyl-phenyl)-methyl]-pyridin-3-ylethynyl}-cyclohexanol CN1CC(C1)(C)[C@@](C=1C=C(C=NC1)C#C[C@@H]1CC[C@H](CC1)O)(C1=CC=C(C=C1)C(C)C)O